FC=1C=C(CN2C3=C(C(CCC2=O)=O)C=CC=C3)C=CC1C (3-fluoro-4-methylbenzyl)-3,4-dihydro-1H-benzo[b]azepine-2,5-dione